(3aR,5s,6aS)-N-(6-(2-fluorophenyl)-4-(trifluoro-methyl)pyridazin-3-yl)-2-(pyridin-2-ylmethyl)octahydro-cyclopenta[c]pyrrol-5-amine FC1=C(C=CC=C1)C1=CC(=C(N=N1)NC1C[C@@H]2[C@@H](CN(C2)CC2=NC=CC=C2)C1)C(F)(F)F